rel-(2S,3R)-N-(2-fluorophenyl)-3,4-dihydro-5-methyl-3-[4-(trifluoromethyl)phenyl]-2H-pyrrole-2-carboxamide 1-oxide FC1=C(C=CC=C1)NC(=O)[C@H]1[N+](=C(C[C@@H]1C1=CC=C(C=C1)C(F)(F)F)C)[O-] |o1:10,14|